nitropyridine-2,6-diamine [N+](=O)([O-])C=1C(=NC(=CC1)N)N